C(C1=CC=CC=C1)NC(C1=CC=C(C=C1)C1=NC=CC2=C1C=CN2)=O N-benzyl-4-(1H-pyrrolo[3,2-c]pyridin-4-yl)benzamide